Cl.ClC1=CC=C(C=2CNCC12)NC 7-chloro-N-methylisoindolin-4-amine hydrochloride